N-(2-hydroxy-3-(piperidin-1-yl)propoxy)-3-(pyrrolidin-1-yl)propanimidoyl chloride OC(CON=C(CCN1CCCC1)Cl)CN1CCCCC1